tert-Butyl 4-(2-(2-chloro-4-(7,7-difluoro-2-(methylthio)-6,7-dihydro-5H-cyclopenta[d]pyrimidin-4-yl)phenoxy)acetyl)-1,4-diazepane-1-carboxylate ClC1=C(OCC(=O)N2CCN(CCC2)C(=O)OC(C)(C)C)C=CC(=C1)C=1C2=C(N=C(N1)SC)C(CC2)(F)F